N,N'-bis(porphyrinyl)urea C1=CC2=CC3=NC(=CC4=C(C=C(N4)C=C5C=CC(=N5)C=C1N2)NC(=O)NC6=C7C=C8C=CC(=N8)C=C9C=CC(=CC1=NC(=CC(=C6)N7)C=C1)N9)C=C3